2-Chloro-N-[1-(6-cyclopropylpyridin-3-yl)-1H-indazol-4-yl]-5-{[(2,2-dimethylpropanoyl)amino]methyl}benzamide hydrochloride Cl.ClC1=C(C(=O)NC2=C3C=NN(C3=CC=C2)C=2C=NC(=CC2)C2CC2)C=C(C=C1)CNC(C(C)(C)C)=O